N1=NC=C2N1C=CC(=C2)C=O Triazolo[1,5-a]Pyridine-5-carbaldehyde